ClC1=C(C=2C(C3=C(C=C(C=C3CC2C=C1O)C)O)=O)O 2-chloro-1,3,8-trihydroxy-6-methylanthracen-9(10H)-one